C1(=CC=CC=C1)C1=C2CCN(C2=CC=C1)C=1C2=C(N=CN1)C=C(C=N2)CN[C@@H](C)C(=O)O ((4-(4-phenylindolin-1-yl)pyrido[3,2-d]pyrimidin-7-yl)methyl)-L-alanine